rac-(3R,4S)-3-(3,4-difluoro-2-methoxyphenyl)-4-methoxy-5,5-dimethyltetrahydrofuran-2-ol FC=1C(=C(C=CC1F)[C@H]1C(OC([C@H]1OC)(C)C)O)OC |r|